FC=1C(=C(C=C(C1)F)CNC(=O)C=1C=C(C=NC1OC)C1=CC=C2C(=NNC2=C1)C(=O)NC)OC 6-(5-{[(3,5-difluoro-2-methoxyphenyl)methyl]carbamoyl}-6-methoxypyridin-3-yl)-N-methyl-1H-indazole-3-carboxamide